tert-butyl (1S,4S,7R)-7-((6-chloro-4-(2-((2,6-dimethylpyrimidin-4-yl)amino)pyrazolo[1,5-a]pyridin-5-yl)pyridin-3-yl)oxy)-2-oxa-5-azabicyclo[2.2.1]heptane-5-carboxylate ClC1=CC(=C(C=N1)O[C@H]1[C@H]2OC[C@@H]1N(C2)C(=O)OC(C)(C)C)C2=CC=1N(C=C2)N=C(C1)NC1=NC(=NC(=C1)C)C